1-isopropyl-4-Methyl-1,3-Cyclohexadiene C(C)(C)C1=CC=C(CC1)C